COC(CCCCCC(=O)[C-]1C(=CC=C1)[SiH3])OC.[CH-]1C=CC=C1.[Fe+2] 6-Dimethoxymethyl-Silyl-Hexanoyl-Ferrocene